COC(=O)C1=CN(C=C1)CCC(C=S(=O)(C)C)=O.C1(=CC=CC2=CC=CC=C12)C=1C2=CC=CC=C2C(=C2C=CC=CC12)C1=CC=C(C=C1)C1=CC2=CC=CC=C2C=C1 9-(1-naphthyl)-10-[4-(2-naphthyl)phenyl]Anthracene methyl-1-(4-(dimethyl(oxo)-λ6-sulfanylidene)-3-oxobutyl)-1H-pyrrole-3-carboxylate